FC1=C(C=CC=C1)[C@H]1CCC=2N1N=C(N2)C(=O)N[C@@H]2C(N(C=1N(CC2)N=CC1)C)=O (R)-5-(2-fluorophenyl)-N-((S)-4-methyl-5-oxo-5,6,7,8-tetrahydro-4H-pyrazolo[1,5-a][1,3]diazepin-6-yl)-6,7-dihydro-5H-pyrrolo[1,2-b][1,2,4]triazole-2-carboxamide